N-[5-bromo-4-(cyclopropylmethyl)-6-methoxy-pyrimidin-2-yl]-6-chloro-1H-indole-3-sulfonamide BrC=1C(=NC(=NC1OC)NS(=O)(=O)C1=CNC2=CC(=CC=C12)Cl)CC1CC1